6-(diphenylamino)benzofuran-2-carbaldehyde C1(=CC=CC=C1)N(C1=CC2=C(C=C(O2)C=O)C=C1)C1=CC=CC=C1